6-fluoro-4-(4,4,5,5-tetramethyl-1,3,2-dioxaborolane-2-yl)-5-(2-triisopropylsilylethynyl)naphthalen-2-ol FC=1C(=C2C(=CC(=CC2=CC1)O)B1OC(C(O1)(C)C)(C)C)C#C[Si](C(C)C)(C(C)C)C(C)C